[Cl].C1(C(C(C1C(=O)O)C(=O)O)C(=O)O)C(=O)O 1,2,3,4-cyclobutanetetracarboxylic acid chlorine